2-{[(S)-2-methyl-1-piperidyl]methyl}-6-{6-cyclopropyl-4-[4,6-difluoro-2-(1-methyl-2-imidazolyl)phenyl]-2-pyridyl}-7-oxo-1,6-dihydro-1,6-diaza-4-indenecarbonitrile C[C@@H]1N(CCCC1)CC=1NC=2C(N(C=C(C2C1)C#N)C1=NC(=CC(=C1)C1=C(C=C(C=C1F)F)C=1N(C=CN1)C)C1CC1)=O